FC(C1=C(C=NC=C1)NC=1C2=C(N=CN1)CN(CC2)C(=O)OC(C)(C)C)(F)F tert-butyl 4-[[4-(trifluoromethyl) pyridin-3-yl] amino]-5H,6H,7H,8H-pyrido[3,4-d]pyrimidine-7-carboxylate